7-(5,6-Dihydro-4H-pyrrolo[1,2-b]pyrazol-3-yl)-3-methyl-8-(1-methyl-1H-indazol-5-yl)-1-(tetrahydro-2H-pyran-4-yl)-3,6-dihydroimidazo[4,5-d]pyrrolo[2,3-b]pyridin-2(1H)-on N=1N2C(=C(C1)C1=C(C=3C(=NC=C4C3N(C(N4C)=O)C4CCOCC4)N1)C=1C=C4C=NN(C4=CC1)C)CCC2